C1(=CC=CC=C1)[C@@H](C)N (1R)-1-PHENYLETHANAMINE